O=C1NC(CCC1N1C(C2=CC(=C(C=C2C1=O)F)N1CC2CCC(C1)N2CC2=C(CC(CC2)(C)C)C2=CC=C(C=C2)F)=O)=O 2-(2,6-dioxopiperidin-3-yl)-5-fluoro-6-(8-((4'-fluoro-5,5-dimethyl-3,4,5,6-tetrahydro-[1,1'-biphenyl]-2-yl)methyl)-3,8-diazabicyclo[3.2.1]octan-3-yl)isoindoline-1,3-dione